CC1=NC=C(C(=O)OC)C=C1NC(=O)C=1C=NN2C1SC(=C2)C2=CC(=NC=C2)N2CCOCC2 methyl 6-methyl-5-(2-(2-morpholinopyridin-4-yl)pyrazolo[5,1-b]thiazole-7-carboxamido)nicotinate